di(oxetan-3-yl)methylphenyl-n-propyloxysilane O1CC(C1)C(C1COC1)[SiH](OCCC)C1=CC=CC=C1